2-[6-[[3-(difluoromethyl)-5-methyl-pyrazol-1-yl]methyl]-2-azaspiro[3.3]heptane-2-carbonyl]-2,5-diazaspiro[3.4]octan-6-one FC(C1=NN(C(=C1)C)CC1CC2(CN(C2)C(=O)N2CC3(C2)NC(CC3)=O)C1)F